C(CCCCCCCCCCCC)O n-Tridecanol